7-((2S,5R)-4-(1-(benzo[d]thiazol-6-yl)ethyl)-2,5-dimethylpiperazin-1-yl)-4-methyl-2,4-dihydro-5H-pyrazolo[4,3-b]pyridin-5-one S1C=NC2=C1C=C(C=C2)C(C)N2C[C@@H](N(C[C@H]2C)C=2C=1C(N(C(C2)=O)C)=CNN1)C